2-[4-(2-oxocyclopentan-1-ylmethyl)phenyl]propanoic acid O=C1C(CCC1)CC1=CC=C(C=C1)C(C(=O)O)C